BrC1=C2C(=NC(=C1)C(=O)O)N(C=C2)CC 4-bromo-1-ethyl-pyrrolo[2,3-b]pyridine-6-carboxylic acid